6-((2,3-dihydrobenzo[b][1,4]dioxin-6-yl)sulfonyl)-2-((1-(2-hydroxyethyl)-1H-pyrazol-3-yl)methyl)phthalazin-1(2H)-one O1C2=C(OCC1)C=C(C=C2)S(=O)(=O)C=2C=C1C=NN(C(C1=CC2)=O)CC2=NN(C=C2)CCO